2-(3-((6-amino-8-bromo-2-fluoro-9H-purin-9-yl)methyl)phenyl)ethan-1-ol NC1=C2N=C(N(C2=NC(=N1)F)CC=1C=C(C=CC1)CCO)Br